2-[1-(3-methoxyphenyl)-1H-pyrazol-4-yl]acetic acid COC=1C=C(C=CC1)N1N=CC(=C1)CC(=O)O